1-methyl-2-(2'-hydroxy-6'-fluorophenyl)benzimidazole CN1C(=NC2=C1C=CC=C2)C2=C(C=CC=C2F)O